C1(=CC(=CC=C1)C=1OC2=CC=CC=3C2=C(C1)C=CC3)C 2-(m-tolyl)benzo[de]chromene